N1=C(C=CC2=CC=CC=C12)N QUINOLINEAMINE